(E)-(4-(1-(4-(4-(4-((4-(2-(2,6-dioxopiperidin-3-yl)-1-oxoisoindolin-5-yl)piperazin-1-yl)methyl)piperidine-1-carbonyl)piperazin-1-yl)phenyl)-2-phenylbut-1-en-1-yl)phenyl)boronic acid O=C1NC(CCC1N1C(C2=CC=C(C=C2C1)N1CCN(CC1)CC1CCN(CC1)C(=O)N1CCN(CC1)C1=CC=C(C=C1)\C(=C(/CC)\C1=CC=CC=C1)\C1=CC=C(C=C1)B(O)O)=O)=O